5-(4-((1-Methyl-1H-pyrazol-4-yl)methoxy)phenyl)-2-oxo-6-(trifluoromethyl)-1,2-dihydropyridine-3-carboxamide CN1N=CC(=C1)COC1=CC=C(C=C1)C=1C=C(C(NC1C(F)(F)F)=O)C(=O)N